2-{6-[(3r,5s)-3,5-dimethylpiperazin-1-yl]pyridazin-3-yl}-5-(1H-pyrazol-4-yl)pyridin-3-ol dihydrochloride Cl.Cl.C[C@@H]1CN(C[C@@H](N1)C)C1=CC=C(N=N1)C1=NC=C(C=C1O)C=1C=NNC1